(S)-2-Nonanol C[C@@H](CCCCCCC)O